2-((4-nitrophenyl)thio)-1,3,2-oxathiaphospholane 2-sulfide [N+](=O)([O-])C1=CC=C(C=C1)SP1(OCCS1)=S